3-(difluoromethyl)-1-methyl-1H-pyrazole-5-sulfonyl chloride FC(C1=NN(C(=C1)S(=O)(=O)Cl)C)F